1-(difluoromethoxy)-4-methoxy-2-nitrobenzene FC(OC1=C(C=C(C=C1)OC)[N+](=O)[O-])F